8-(3,5-dichloro-2,6-difluoro-phenyl)-N-(2,3-dihydro-1,4-benzoxazin-4-yl)-7-fluoro-4-morpholino-quinoline-3-carboxamide ClC=1C(=C(C(=C(C1)Cl)F)C=1C(=CC=C2C(=C(C=NC12)C(=O)NN1CCOC2=C1C=CC=C2)N2CCOCC2)F)F